FC=1C(=NC(=NC1)N[C@@H]1[C@@H](CN(CC1)S(=O)(=O)C)C)C1=C(C2=C(CNC2=O)S1)C 2-(5-Fluoro-2-(((3R,4S)-3-methyl-1-(methylsulfonyl)piperidin-4-yl)amino)pyrimidin-4-yl)-3-methyl-5,6-dihydro-4H-thieno[2,3-c]pyrrol-4-one